C1=C(C=CC2=CC(=CC=C12)C1OCC2=CC(=CC=C12)C(=O)[O-])C1OCC2=CC(=CC=C12)C(=O)[O-] naphthalene-2,6-diylbis(1,3-dihydroisobenzofuran-5-carboxylate)